2-(4-((2-((N-cyclobutyl-4-(furan-2-yl)benzamido)methyl)benzyl)oxy)phenyl)acetic acid C1(CCC1)N(C(C1=CC=C(C=C1)C=1OC=CC1)=O)CC1=C(COC2=CC=C(C=C2)CC(=O)O)C=CC=C1